8-chloro-7,9-dimethyl-N-(tetrahydrofuran-3-ylmethyl)pyrido[3',2':4,5]thieno[3,2-d]pyrimidin-4-amine dihydrochloride Cl.Cl.ClC1=C(C2=C(SC3=C2N=CN=C3NCC3COCC3)N=C1C)C